CN(C)CCOC(C(=C)C)=O methacrylic acid N,N-dimethylaminoethyl ester